2-methyl-4-(10-bromo-9-anthryl)-phenylboronic acid CC1=C(C=CC(=C1)C=1C2=CC=CC=C2C(=C2C=CC=CC12)Br)B(O)O